N-(4-(4-Amino-7-(2-fluoroethyl)-7H-pyrrolo[2,3-d]pyrimidin-5-yl)phenyl)-2-(4-Chlorophenyl)-6-isopropyl-3-oxo-2,3-dihydropyridazine-4-carboxamide NC=1C2=C(N=CN1)N(C=C2C2=CC=C(C=C2)NC(=O)C=2C(N(N=C(C2)C(C)C)C2=CC=C(C=C2)Cl)=O)CCF